N-(3-cyano-5-fluorobenzyl)-6-fluoro-5-(3-nitro-1-((2-(trimethylsilyl)ethoxy)methyl)-1H-pyrazol-4-yl)indoline-1-carboxamide C(#N)C=1C=C(CNC(=O)N2CCC3=CC(=C(C=C23)F)C=2C(=NN(C2)COCC[Si](C)(C)C)[N+](=O)[O-])C=C(C1)F